((2R,3S,4R,5R)-5-(4-aminopyrrolo[2,1-f][1,2,4]triazin-7-yl)-5-cyano-3,4-dihydroxytetrahydrofuran-2-yl)methyl (cyclobutylmethyl) carbonate C(OC[C@H]1O[C@@]([C@@H]([C@@H]1O)O)(C#N)C1=CC=C2C(=NC=NN21)N)(OCC2CCC2)=O